N-[3-[4-(3,4-dichlorophenyl)thiazol-2-yl]-1-bicyclo[1.1.1]pentanyl]-5-(1-methylsulfonylcyclopropyl)furan-2-carboxamide ClC=1C=C(C=CC1Cl)C=1N=C(SC1)C12CC(C1)(C2)NC(=O)C=2OC(=CC2)C2(CC2)S(=O)(=O)C